2-(2,6-dioxopiperidine-3-yl)isoindole-1,3-dione O=C1NC(CCC1N1C(C2=CC=CC=C2C1=O)=O)=O